2,4-Dichloro-N-((4-nitrophenyl)sulfonyl)benzamide ClC1=C(C(=O)NS(=O)(=O)C2=CC=C(C=C2)[N+](=O)[O-])C=CC(=C1)Cl